3-bromo-2-chloro-4-(trifluoromethoxy)pyridine BrC=1C(=NC=CC1OC(F)(F)F)Cl